C1C(CCC2=CC=CC=C12)=O 1,2,3,4-tetrahydro-2-naphthalenone